FC1=C(CN2C=NN(C2=O)C2=CC=C(OC3=CC(=NC=C3)N3CCC34CN(C4)C(=O)OC(C)(C)C)C=C2)C(=CC=C1)F tert-butyl 1-(4-(4-(4-(2,6-difluorobenzyl)-5-oxo-4,5-dihydro-1H-1,2,4-triazol-1-yl)phenoxy)pyridin-2-yl)-1,6-diazaspiro[3.3]heptane-6-carboxylate